ClC1=CC=C(C=C1)C1=CC2=C(N=CN(C2=O)[C@@H]2COC[C@@H]2O)C(=N1)C=1C=NN(C1)C 6-(4-chlorophenyl)-3-((3r,4r)-4-hydroxytetrahydrofuran-3-yl)-8-(1-methyl-1H-pyrazol-4-yl)pyrido[3,4-d]pyrimidin-4(3H)-one